tetrahydropyrrole-1-carbonyl chloride N1(CCCC1)C(=O)Cl